P(=O)(OCC=C(C)C)([O-])[O-] dimeth-ylallyl phosphate